N1C(=NC=C1)C=1C=C(C=CC1)NC(=O)C1C(=NN(C1=O)C=1C=NC(=CC1)OC)C N-(3-(1H-imidazol-2-yl)phenyl)-1-(6-methoxypyridin-3-yl)-3-methyl-5-oxo-4,5-dihydro-1H-pyrazole-4-carboxamide